p-tertiary butyl-benzoyl-hydrazine EUGENYL-ACETATE (4-allyl-2-methoxyphenyl-acetate) C(C=C)C1=CC(=C(C=C1)CC(=O)O)OC.C1(=C(OC)C=C(CC=C)C=C1)CC(=O)O.C(C)(C)(C)C1=CC=C(C(=O)NN)C=C1